CON(C(=O)C1=CC=C(C=C1)C1=CC=C(C=C1)C(=O)NC1=CC=C(C=C1)C1=CC=C(C=C1)C(=O)NC1=CC=C(C2=CC=CC=C12)C(=O)O)C 4-(4'-{4'-[methoxy(methyl)carbamoyl]-[1,1'-biphenyl]-4-amido}-[1,1'-biphenyl]-4-amido)naphthalene-1-carboxylic acid